5-(4-chloro-2-fluoro-phenyl)-2,3-dimethyl-7-((3S)-3-(1-methyl-1H-pyrazol-4-yl)-1-piperidinyl)pyrido[4,3-d]pyrimidin-4(3H)-one ClC1=CC(=C(C=C1)C1=NC(=CC=2N=C(N(C(C21)=O)C)C)N2C[C@@H](CCC2)C=2C=NN(C2)C)F